COC=1C=C2C(=NC(=NC2=CC1OCCCN1CCCC1)C1=CN=C(O1)C)NC1CS(CCC1)(=O)=O 3-((6-methoxy-2-(2-methyloxazol-5-yl)-7-(3-(pyrrolidin-1-yl)propoxy)quinazolin-4-yl)amino)tetrahydro-2H-thiopyran 1,1-dioxide